5-fluoro-5-(trifluoromethyl)benzamide FC1(CC=CC(C(=O)N)=C1)C(F)(F)F